ClC1=C(C=C2CCN(C2=C1)C1=NC=NC2=CC=C(C=C12)C=1C=C2C(=NC1)C=NN2C)F 4-(6-chloro-5-fluoroindolin-1-yl)-6-(1-methyl-1H-pyrazolo[4,3-b]pyridin-6-yl)quinazoline